2-(3-(Butylsulfonyl)-4-((1-(methylsulfonyl)piperidin-4-yl)methoxy)benzyl)isoindoline C(CCC)S(=O)(=O)C=1C=C(CN2CC3=CC=CC=C3C2)C=CC1OCC1CCN(CC1)S(=O)(=O)C